The molecule is a monounsaturated fatty acid that is oleic acid in which the terminal methyl group has been oxidised to the corresponding aldehyde. It is an omega-oxo fatty acid and a monounsaturated fatty acid. It derives from an oleic acid. C(CCC/C=C\\CCCCCCCC(=O)O)CCCC=O